COOCCNCCOOC bis(2-(methyl-peroxy)ethyl)amine